ClC1=CC(=C(N=N1)C(=O)NC([2H])([2H])[2H])NC1=CC(=CC=2C=3C(C(N(C12)C)C([2H])([2H])[2H])=NN(N3)C)F 6-chloro-4-((8-fluoro-2,5-dimethyl-4-(methyl-d3)-4,5-dihydro-2H-[1,2,3]triazolo[4,5-c]quinolin-6-yl)amino)-N-(methyl-d3)pyridazine-3-carboxamide